(4-amino-6-{[4-(morpholin-4-yl)phenyl]amino}-1,3,5-triazin-2-yl)methanol NC1=NC(=NC(=N1)NC1=CC=C(C=C1)N1CCOCC1)CO